6-((1-((1-hydroxy-2-methylpropan-2-yl)sulfonyl)cyclopropyl)methyl)-1-methyl-7-oxo-4,5,6,7-tetrahydro-1H-pyrazolo[3,4-c]pyridine-3-carboxylic acid OCC(C)(C)S(=O)(=O)C1(CC1)CN1C(C2=C(CC1)C(=NN2C)C(=O)O)=O